C(C)(C)(C)OC(=O)N[C@H](C(=O)O)C1CCC(CC1)(C)C (2S)-2-(tert-butoxycarbonyl-amino)-2-(4,4-dimethylcyclohexyl)acetic acid